2-(2,6-difluorophenyl)-N-((1r,4r)-4-morpholinocyclohexyl)pyrazolo[1,5-a][1,3,5]triazin-4-amine FC1=C(C(=CC=C1)F)C1=NC=2N(C(=N1)NC1CCC(CC1)N1CCOCC1)N=CC2